ClC1=CC2=C(N=CC=C2C=O)N1CCS(=O)(=O)C chloro-1-(2-(methylsulfonyl)ethyl)-1H-pyrrolo[2,3-b]pyridine-4-carbaldehyde